1-(5-Chloro-4,6-dimethylisoxazolo[5,4-b]pyridin-3-yl)-3-(3-(trifluoromethoxy)phenyl)urea ClC=1C(=C2C(=NC1C)ON=C2NC(=O)NC2=CC(=CC=C2)OC(F)(F)F)C